(2S,5R)-5-(2-chlorophenyl)-1-(3',5'-dimethoxy-[1,1'-biphenyl]-4-carbonyl)pyrrolidine-2-carboxylic acid ClC1=C(C=CC=C1)[C@H]1CC[C@H](N1C(=O)C1=CC=C(C=C1)C1=CC(=CC(=C1)OC)OC)C(=O)O